tert-butyl 3-iodopiperidine-1-carboxylate IC1CN(CCC1)C(=O)OC(C)(C)C